C(#N)C1=CC=C(S1)C=O 5-cyanothiophenecarboxaldehyde